O[C@@H]([C@H](C)S(=O)(=O)N)CC=C (2S,3R)-3-HYDROXYHEX-5-ENE-2-SULFONAMIDE